COC(C1=C(C=C(C(=C1)I)OC)N)=O.NC1=NC(=C2N=CN(C2=N1)CC(=O)NC1=CC(=NN1C(C)C)C)NC1CC1 2-(2-amino-6-(cyclopropylamino)-9H-purin-9-yl)-N-(1-isopropyl-3-methyl-1H-pyrazol-5-yl)acetamide methyl-2-amino-5-iodo-4-methoxybenzoate